3-(3-methyl-4-(4,4,5,5-tetramethyl-1,3,2-dioxaborolan-2-yl)phenyl)-4-(tetrahydro-2H-pyran-2-yl)-4H-1,2,4-triazole CC=1C=C(C=CC1B1OC(C(O1)(C)C)(C)C)C1=NN=CN1C1OCCCC1